(S)-2-(6-(3-(5-(dimethylcarbamoyl)pyridin-2-yl)-1-toluenesulfonyl-1H-pyrrolo[2,3-b]Pyridin-5-yl)isochroman-8-yl)pyrrolidine-1-carboxylate CN(C(=O)C=1C=CC(=NC1)C1=CN(C2=NC=C(C=C21)C=2C=C1CCOCC1=C(C2)[C@H]2N(CCC2)C(=O)[O-])S(=O)(=O)CC2=CC=CC=C2)C